1-Methyl-2-[3-(4-phenoxyphenyl)-1H-pyrazol-4-yl]-2,3-dihydro-quinazolin-4-one CN1C(NC(C2=CC=CC=C12)=O)C=1C(=NNC1)C1=CC=C(C=C1)OC1=CC=CC=C1